2-[[(1R)-1-(3-cyano-2-isoindolin-2-yl-6-methyl-4-oxo-chromen-8-yl)ethyl]amino]benzoic acid C(#N)C1=C(OC2=C(C=C(C=C2C1=O)C)[C@@H](C)NC1=C(C(=O)O)C=CC=C1)N1CC2=CC=CC=C2C1